ClC1=CC(=C(C=C1)[C@@]1(C[C@@H](N[C@@H](C1)C=1N=NN(C1)C)C)O)C (2S,4S,6S)-4-(4-chloro-2-methyl-phenyl)-2-methyl-6-(1-methyltriazol-4-yl)piperidin-4-ol